F[C@H]1C(NCC[C@H]1N1C=CC2=C1N=NC(=C2)C2=CC1=C(N=C(S1)C)C=C2O)(C)C 6-{7-[(3R,4R)-3-fluoro-2,2-dimethylpiperidin-4-yl]-7H-pyrrolo[2,3-c]pyridazin-3-yl}-2-methyl-1,3-benzothiazol-5-ol